(4,6-diamino-2-(5-fluoro-1-(2-fluorobenzyl)-1H-pyrazolo[3,4-b]pyridin-3-yl)pyrimidin-5-yl)-2,2-difluoropropionamide NC1=NC(=NC(=C1CC(C(=O)N)(F)F)N)C1=NN(C2=NC=C(C=C21)F)CC2=C(C=CC=C2)F